ethyl 2-(2-((5-chloro-7-cyclopropylbenzofuran-3-yl)methoxy)phenyl)acetate ClC=1C=C(C2=C(C(=CO2)COC2=C(C=CC=C2)CC(=O)OCC)C1)C1CC1